3-(5-((6-(4-(4-(8-morpholinoquinoxalin-2-yl)-1H-pyrazol-1-yl)piperidin-1-yl)-6-oxohexyl)amino)-1-oxoisoindolin-2-yl)piperidine-2,6-dione O1CCN(CC1)C=1C=CC=C2N=CC(=NC12)C=1C=NN(C1)C1CCN(CC1)C(CCCCCNC=1C=C2CN(C(C2=CC1)=O)C1C(NC(CC1)=O)=O)=O